2-amino-4-trifluoromethoxybenzamide NC1=C(C(=O)N)C=CC(=C1)OC(F)(F)F